C(C)(=O)NC1=NN=NN1CC1=CC=C(C=C1)C=C 5-acetamido-1-(4-vinylbenzyl)-1H-tetrazole